ClC1=CC(=CC(=N1)N1C(C2=CC(=CC=C2C1)C1(COC1)CC1=NN=CN1C)=O)CNCC1CC1 2-(6-Chloro-4-(((cyclopropylmethyl)amino)methyl)pyridin-2-yl)-6-(3-((4-methyl-4H-1,2,4-triazol-3-yl)methyl)oxetan-3-yl)isoindolin-1-one